N-(2,4-Dimethoxybenzyl)-4-(N-(3-(2-fluoroethyl)phenyl)propiolamido)tetrahydro-2H-pyran-4-carboxamide COC1=C(CNC(=O)C2(CCOCC2)N(C(C#C)=O)C2=CC(=CC=C2)CCF)C=CC(=C1)OC